2-(cyclopentylamino)-4-(2-((5-fluoropyridin-2-yl)amino)-2-oxoethyl)-7-oxo-4,7-dihydropyrazolo[1,5-a]pyrimidine C1(CCCC1)NC1=NN2C(N(C=CC2=O)CC(=O)NC2=NC=C(C=C2)F)=C1